N1=C(C=CC=C1)C1=C(C=C(C=C1)N1C2=CC=CC=C2C=2C=CC=CC12)N1C2=CC=CC=C2C=2C=CC=CC12 9,9'-(4-(pyridin-2-yl)-1,3-phenylene)bis(9H-carbazole)